ClC=1C=CC(=C2C=NN(C(C12)=O)C)CC1CC2(CN(C2)CCCC=2C=NNC(C2C)=O)C1 8-chloro-2-methyl-5-[[2-[3-(5-methyl-6-oxo-1H-pyridazin-4-yl)propyl]-2-azaspiro[3.3]heptan-6-yl]methyl]phthalazin-1-one